C(C1=CC=CC=C1)OC=1C(=C(C=CC1)C=1SC(=C(N1)C)C(=O)O)C1OCCO1 2-(3-(benzyloxy)-2-(1,3-dioxolan-2-yl)phenyl)-4-methylthiazole-5-carboxylic acid